ClC=1N(C2=CC=C(C=C2C1\C=N\NC(=O)C=1OC2=C(C1)C=C(C=C2)C)C)CCOCC (E)-N'-{[2-chloro-1-(2-ethoxyethyl)-5-methyl-1H-indol-3-yl]methylene}-5-methylbenzofuran-2-carbohydrazide